5-[4-Amino-5-(trifluoromethyl)pyrrolo[2,1-f][1,2,4]triazin-7-yl]-N-[1-(cyclohexylmethyl)-4-fluoropyrrolidin-3-yl]-2-methoxypyridin-3-carboxamid NC1=NC=NN2C1=C(C=C2C=2C=C(C(=NC2)OC)C(=O)NC2CN(CC2F)CC2CCCCC2)C(F)(F)F